FC1=C(C=CC=C1)NC(=O)C=1OC(=CC1)C1=C(N=CN1CC1COCC1)C1=CC=C(C=C1)F N-(2-fluorophenyl)-5-(4-(4-fluorophenyl)-1-((tetrahydrofuran-3-yl)methyl)-1H-imidazol-5-yl)furan-2-carboxamide